4-(1-methyl-1H-pyrazol-4-yl)-4-(trifluoromethyl)pyrrolidin-3-ol CN1N=CC(=C1)C1(C(CNC1)O)C(F)(F)F